FC=1C=C(C=C(C1)C)N1N=C(C(=C1)[C@@H]1OC(C(N1CCC1=CC=C2CC(NC2=C1)=O)=O)=C)C1=CNC=C1 (2S,5R)-2-(1-(3-Fluoro-5-methylphenyl)-3-(1H-pyrrol-3-yl)-1H-pyrazol-4-yl)-5-methyl-yl-3-(2-(2-oxoindolin-6-yl)ethyl)oxazolidin-4-one